C(=O)(OCC1C2=CC=CC=C2C2=CC=CC=C12)C=1C(=C(C(=O)O)C=C(C1N)S(=O)(=O)CC)OC fmoc-2-methoxy-4-amino-5-ethylsulfonyl-benzoic acid